COCCN1N=CC(=C1COC)B1OC(C(O1)(C)C)(C)C 1-(2-methoxyethyl)-5-(methoxymethyl)-4-(4,4,5,5-tetramethyl-1,3,2-dioxaborolan-2-yl)pyrazole